ditriphenyl-phosphoranylammonium chloride [Cl-].C1(=CC=CC=C1)[N+]([PH4])(C1=CC=CC=C1)C1=CC=CC=C1.C1(=CC=CC=C1)[N+]([PH4])(C1=CC=CC=C1)C1=CC=CC=C1.[Cl-]